BrC1=CC=C(C=C1)C1CCN(CC1)C1CC1 4-(4-bromophenyl)-1-cyclopropylpiperidine